NC=1C(=C(C=C2C=CN=CC12)C=1C=NC=C(C1OC)N)F 8-amino-6-(5-amino-4-methoxypyridin-3-yl)-7-fluoroisoquinolin